2,6-dipropenyltoluene C(=CC)C1=C(C)C(=CC=C1)C=CC